C(C)C1=C(C(=CC=C1)CC)N1CC(C1)C1=CC(=C(CN2CCC(CC2)C(=O)OC)C(=C1)C)C methyl 1-(4-(1-(2,6-diethylphenyl)azetidin-3-yl)-2,6-dimethylbenzyl)-piperidine-4-carboxylate